1,N4-EthenoCytosine N12C(=O)N=C(NC=C2)C=C1